FC=1C=C(C=C(C1F)F)NC(=O)N1CC=2N(CC1)N=CC2C(=O)OC Methyl 5-((3,4,5-trifluorophenyl) carbamoyl)-4,5,6,7-tetrahydropyrazolo[1,5-a]pyrazine-3-carboxylate